ethyl 2-(4-bromo-3-oxo-1-thioxo-isoindolin-2-yl)acetate BrC1=C2C(N(C(C2=CC=C1)=S)CC(=O)OCC)=O